8-fluoro-6-hydroxy-3,4-dihydronaphthalene-1(2H)-one FC=1C=C(C=C2CCCC(C12)=O)O